(S)-4-amino-7-fluoro-N-(1-methyl-1H-pyrazol-4-yl)-N-(6-(trifluoromethyl)-2,3-dihydrofuro[2,3-b]pyridin-3-yl)-1,3-dihydrofuro[3,4-c]quinolin-8-carboxamide NC1=NC=2C=C(C(=CC2C2=C1COC2)C(=O)N([C@@H]2COC1=NC(=CC=C12)C(F)(F)F)C=1C=NN(C1)C)F